C1(CC1)C=1C=CC=2N(C1)C=C(N2)CN2N=NC(=C2)C(=O)NCC2=C(C(=CC=C2N2N=CC=C2)OC)F 1-((6-cyclopropylimidazo[1,2-a]pyridin-2-yl)methyl)-N-(2-fluoro-3-methoxy-6-(1H-pyrazol-1-yl)benzyl)-1H-1,2,3-triazole-4-carboxamide